rac-(4aR,8aR)-4-(6-chloropyridazin-3-yl)-3,4a,6,7,8,8a-hexahydro-2H-pyrido[4,3-b][1,4]oxazin-5-one ClC1=CC=C(N=N1)N1[C@@H]2[C@H](OCC1)CCNC2=O |r|